C(C)(C)(C)OC(C(C(=O)OC(C)(C)C)F)=O 2-Fluoromalonic acid di-tert-butyl ester